4-(3-phenylisooxazolidin-2-yl)-2-((1,2,3,4-tetrahydroisoquinolin-6-yl)amino)pyrimidine-5-carbonitrile C1(=CC=CC=C1)C1N(OCC1)C1=NC(=NC=C1C#N)NC=1C=C2CCNCC2=CC1